C(C1=CC=CC=C1)OC(=O)N[C@@H](C(=O)OCC(C)C)CNC(C1=CC(=CC(=C1)F)CC)=O (R)-isobutyl 2-(((benzyloxy)carbonyl)amino)-3-(3-ethyl-5-fluorobenzamido)propanoate